CC=1N=C(N=NC1)N[C@@H]1C[C@H](CC1)NC(OC(C)(C)C)=O tert-Butyl ((1S,3S)-3-((5-methyl-1,2,4-triazin-3-yl)amino)cyclopentyl)carbamate